CS(=O)(=O)NC(=O)N1CCC(CC1)N1CCCCC1 N-(methylsulfonyl)-[1,4'-bipiperidine]-1'-carboxamide